N-[(1r,3s)-3-[[6-chloro-2-(trifluoromethyl)-4-quinolinyl]amino]cyclohexyl]-3-(difluoromethyl)-1H-pyrazole-4-carboxamide ClC=1C=C2C(=CC(=NC2=CC1)C(F)(F)F)N[C@@H]1C[C@@H](CCC1)NC(=O)C=1C(=NNC1)C(F)F